C1(CC1)N1C(N(C2=C1C=C(C=C2)C2=C(C=CC=C2)F)[C@H](CS(=O)(=O)C)C2=NC(=C(C=C2)OC)OCC)=O (S)-3-cyclopropyl-1-(1-(6-ethoxy-5-methoxypyridin-2-yl)-2-(methylsulfonyl)ethyl)-5-(2-fluorophenyl)-1H-benzo[d]imidazol-2(3H)-one